ClC=1C=C(OCC(=O)N[C@H]2COCC2)C=CC1C=1N(C2=NC=NC(=C2N1)OC1(CC1)C)CC1=NC=CC(=C1)C (R)-2-(3-chloro-4-(6-(1-methylcyclopropoxy)-9-((4-methylpyridin-2-yl)methyl)-9H-purin-8-yl)phenoxy)-N-(tetrahydrofuran-3-yl)acetamide